CC1(OB(OC1(C)C)C=1N=CC2=C(N1)N(C=C2)COCC[Si](C)(C)C)C (4,4,5,5-tetramethyl-1,3,2-dioxaborolan-2-yl)-7-((2-(trimethylsilyl)ethoxy)methyl)-7H-pyrrolo[2,3-d]pyrimidine